C(CCCCCCCCCCCCCCCCCCC)NCCC1=CC(O)=C(O)C=C1 N-arachidyl-dopamine